6-chloro-1-oxo-1-phenyl-isothiazolo[4,5-b]pyridin-3-one ClC=1C=C2C(=NC1)C(NS2(C2=CC=CC=C2)=O)=O